1-(2-hydroxyphenyl)-3-phenylprop-2-yne-1-one OC1=C(C=CC=C1)C(C#CC1=CC=CC=C1)=O